5-bromo-3-((4-hydroxy-1-(4-hydroxyphenyl)-3-oxobutan-2-ylimino)-methyl)-2-(isobutyryl-oxy)phenyl 3-methyl-benzoate CC=1C=C(C(=O)OC2=C(C(=CC(=C2)Br)C=NC(CC2=CC=C(C=C2)O)C(CO)=O)OC(C(C)C)=O)C=CC1